COC=1C=C(CS(=O)(=O)CC2=CC(=C(C=C2)F)OC)C=CC1F (3-methoxy-4-fluorobenzyl) sulfone